isoamyl 4-N,N-dimethylaminobenzoate CC(C)CCOC(=O)C1=CC=C(C=C1)N(C)C